(R)-6-chloro-3-((1-(2-(2-cyanopropan-2-yl)-3,6-dimethyl-4-oxo-3,4-dihydroquinazolin-8-yl)ethyl)amino)picolinic acid ClC1=CC=C(C(=N1)C(=O)O)N[C@H](C)C=1C=C(C=C2C(N(C(=NC12)C(C)(C)C#N)C)=O)C